S1C=NC2=C1C=C(C=C2)B2OC(C)(C)C(C)(C)O2 benzo[d]thiazol-6-ylboronic acid pinacol ester